5-ethynyl-6-fluoro-4-(8-fluoro-2-(((2R,7aS)-2-fluorotetrahydro-1H-pyrrolizin-7a(5H)-yl)methoxy)-4-(8-oxa-4-azaspiro[2.6]nonan-4-yl)pyrido[4,3-d]pyrimidin-7-yl)naphthalen-2-ol C(#C)C1=C2C(=CC(=CC2=CC=C1F)O)C1=C(C=2N=C(N=C(C2C=N1)N1C2(CC2)COCCC1)OC[C@]12CCCN2C[C@@H](C1)F)F